OC1=C(C(=CC(=C1)O)OC1=CC=C(C=C1)[N+](=O)[O-])C1=CCN(O1)C1CCN(CC1)C 5-(2,4-dihydroxy-6-(4-nitrophenoxy)phenyl)-N-(1-methylpiperidin-4-yl)isoxazole